N-(3-trihydroxysilylpropyl)-4,5-dihydroimidazole O[Si](CCCN1C=NCC1)(O)O